C(CCCCCCCCC\C=C/CCCCCC)(=O)[O-].[Pr+3].CC1=NN(CC1C1=CC=CC=C1)C1=CC=C(C=C1)Cl.C(CCCCCCCCC\C=C/CCCCCC)(=O)[O-].C(CCCCCCCCC\C=C/CCCCCC)(=O)[O-] methyl-(4-chlorophenyl)-4-phenyl-4,5-dihydro-1H-pyrazole praseodymium cis-vaccenate